2-amino-N-cyclopropyl-5-(4-(2-(3,5-difluorophenyl)-2-hydroxyacetamido)-2-ethylphenyl)nicotinamide NC1=C(C(=O)NC2CC2)C=C(C=N1)C1=C(C=C(C=C1)NC(C(O)C1=CC(=CC(=C1)F)F)=O)CC